C(C)C1=NN2C(N(C3=C(C2=O)CN(C3=O)C[C@H]3CNCCO3)CC(=O)NC3=NC=C(C=C3)F)=C1 2-{2-ethyl-6-[(2R)-morpholin-2-ylmethyl]-5,8-dioxo-5,6,7,8-tetrahydro-4H-pyrazolo[1,5-a]pyrrolo[3,4-d]pyrimidin-4-yl}-N-(5-fluoropyridin-2-yl)acetamide